The molecule is a dialkyl ketone that is heptane in which the two methylene protons at position 4 have been replaced by an oxo group. It has a role as a biomarker, a human xenobiotic metabolite, a human urinary metabolite and a rat metabolite. It derives from a hydride of a heptane. CCCC(=O)CCC